C(C=C)(=O)OCCOC1=CC=C(C=C1)C1(C2=CC=CC=C2C=2C=CC=CC12)C1=CC=C(C=C1)OCCOC(C=C)=O 9,9-bis[4-(2-acryloyloxyethyloxy)phenyl]fluorene